NC1=C2C(=C3C(=N1)C=C(N3COCC[Si](C)(C)C)C(=O)N(C)C3COCC1=CC(=CC=C31)Br)COC2 5-amino-N-(7-bromoisochroman-4-yl)-N-methyl-1-((2-(trimethylsilyl)ethoxy)methyl)-6,8-dihydro-1H-furo[3,4-d]pyrrolo[3,2-b]pyridine-2-carboxamide